CC1=C(C2=C(N=CN=C2NC2(CC2)C)O1)C(=O)N1CC=2N=C(N=CC2C1)C(F)(F)F 6-methyl-N-(1-methylcyclopropyl)-5-[2-(trifluoromethyl)-5h,6h,7h-pyrrolo[3,4-d]pyrimidine-6-carbonyl]furo[2,3-d]pyrimidin-4-amine